2-amino-5-bromo-1-(3-methoxy-2,6-dimethyl-phenyl)pyrrolo[2,3-b]pyridine-3-carbonitrile NC1=C(C=2C(=NC=C(C2)Br)N1C1=C(C(=CC=C1C)OC)C)C#N